tert-butyl 2-(ethanethioylamino)-4,5-dimethyl-thiophene-3-carboxylate C(C)(=S)NC=1SC(=C(C1C(=O)OC(C)(C)C)C)C